FC(C(=O)O)(F)F.FC(C(=O)O)(F)F.C(#N)CC(N1N=CC(=C1)C=1C2=C(N=CN1)NC=C2)C=2C=C(C=CC2)NC(C2=CN=CC=C2)=O N-(3-{2-cyano-1-[4-(7H-pyrrolo[2,3-d]pyrimidin-4-yl)-1H-pyrazol-1-yl]ethyl}phenyl)-nicotinamide Bistrifluoroacetate